CC=1C(=NC(=NC1C1=C(C=CC=C1)C)[Ir+]C1=NC(=C(C(=N1)C1=CC=CC=C1)C)C1=C(C=CC=C1)C)C1=CC=CC=C1 bis[5-methyl-6-(2-methylphenyl)-4-phenylpyrimidinyl]iridium (III)